C(OOOC(C)(C)C)(OCC(CCCC)CC)=O tert-butylperoxy 2-ethylhexyl carbonate